6-(4-methoxypyrrolo[2,1-f][1,2,4]triazin-5-yl)-2-methyl-1-((4-methyl-1,3-thiazol-2-yl)methyl)-1H-imidazo[4,5-b]pyridine COC1=NC=NN2C1=C(C=C2)C=2C=C1C(=NC2)N=C(N1CC=1SC=C(N1)C)C